1,1-bis(4-(2-Mercaptopropoxy)phenyl)isobutane SC(COC1=CC=C(C=C1)C(C(C)C)C1=CC=C(C=C1)OCC(C)S)C